O1C(NC=CC1)=O 3,6-dihydro-2H-1,3-oxazin-2-one